7-(3,4,6,7,8,8a-hexahydro-1H-pyrrolo[1,2-a]pyrazin-2-yl)-2-[3-(6-methyl-2-pyridyl)-1H-pyrazol-4-yl]-1,5-naphthyridine C1C2N(CCN1C1=CN=C3C=CC(=NC3=C1)C=1C(=NNC1)C1=NC(=CC=C1)C)CCC2